C(C)(C)(C)NC(=O)N1N=C(C=C1)OC1=CC(=C(NC2=NC=NC3=CC(=C(C=C23)OC2CCN(CC2)C(=O)OC(C)(C)C)O)C=C1)F tert-Butyl 4-{[4-(4-{[1-(tert-butylcarbamoyl)-1H-pyrazol-3-yl]oxy}-2-fluoroanilino)-7-hydroxyquinazolin-6-yl]oxy}piperidine-1-carboxylate